4-(trifluoromethyl)-pyridine-3-carbonyl chloride FC(C1=C(C=NC=C1)C(=O)Cl)(F)F